(S)-3-(4-bromophenyl)-2-((t-Butoxycarbonyl)amino)propionic acid BrC1=CC=C(C=C1)C[C@@H](C(=O)O)NC(=O)OC(C)(C)C